[OH-].C(C)(C)(CC)[Sn+]=O t-amyltin oxide hydroxide